(R)-N-(1-(2-hydroxyphenyl)naphthalen-2-yl)-4-nitrobenzamide OC1=C(C=CC=C1)C1=C(C=CC2=CC=CC=C12)NC(C1=CC=C(C=C1)[N+](=O)[O-])=O